C(C)(=O)SCCCCBr S-(4-bromobutyl) thioacetate